rac-(3R)-3-[4-({1-[(1-{1-[6-(2-hydroxyphenyl)pyridazin-4-yl]-4-phenylpiperidine-4-carbonyl}piperidin-4-yl)methyl]piperidin-4-yl}methoxy)phenyl]piperidine-2,6-dione OC1=C(C=CC=C1)C1=CC(=CN=N1)N1CCC(CC1)(C(=O)N1CCC(CC1)CN1CCC(CC1)COC1=CC=C(C=C1)[C@@H]1C(NC(CC1)=O)=O)C1=CC=CC=C1 |r|